tributyl-(1-ethoxy-vinyl)stannane C(CCC)[Sn](C(=C)OCC)(CCCC)CCCC